tert-butyl-4-[(6-{6-[(5-fluoropyridin-3-yl)amino]-3-oxo-2-(prop-2-en-1-yl)-1H,2H,3H-pyrazolo[3,4-d]pyrimidin-1-yl}pyridin-2-yl)oxy]piperidine-1-carboxylate C(C)(C)(C)OC(=O)N1CCC(CC1)OC1=NC(=CC=C1)N1N(C(C=2C1=NC(=NC2)NC=2C=NC=C(C2)F)=O)CC=C